C1(CCC1)OC([C@@H](NP(=O)(OC1=C(C(=C(C(=C1F)F)F)F)F)OC1=CC=CC2=CC=CC=C12)C)=O ((naphthalen-1-yloxy)(perfluorophenoxy)phosphoryl)-L-alanine cyclobutyl ester